octadeca-6,9,12,15-tetraen-1-ol C(CCCCC=CCC=CCC=CCC=CCC)O